3-(methylsulfonyloxy)azetidine-1-carboxylic acid tert-butyl ester C(C)(C)(C)OC(=O)N1CC(C1)OS(=O)(=O)C